NC[Si](OCCC)(OCCC)OCCC 1-aminomethyl-(tripropoxysilane)